ClC1=C(C=CC=C1)C1=C(N=CN1)C1CC1 5-(2-chlorophenyl)-4-cyclopropyl-1H-imidazole